BrCCCCCCOC(CCCCC(OCCCC\C=C/CC)OCCCC\C=C/CC)=O 6,6-bis(((Z)-oct-5-en-1-yl)oxy)hexanoic acid 6-bromohexyl ester